C([C@@H](C(=O)[O-])[NH3+])[C@H](C(=O)[O-])O The molecule is a dicarboxylic acid monoanion obtained by deprotonation of the carboxy groups and protonation of the amino group of erythro-4-hydroxy-L-glutamic acid. It has a role as a human metabolite. It is a dicarboxylic acid monoanion and a L-alpha-amino acid anion. It derives from a L-glutamate(1-). It is a conjugate base of an erythro-4-hydroxy-L-glutamic acid.